4-Chloro-1-[4-(1,1-difluoroethyl)phenyl]sulfonyl-3-(3-fluoro-4-methyl-pyrrolidin-1-yl)indazole ClC1=C2C(=NN(C2=CC=C1)S(=O)(=O)C1=CC=C(C=C1)C(C)(F)F)N1CC(C(C1)C)F